tetracontanic acid C(CCCCCCCCCCCCCCCCCCCCCCCCCCCCCCCCCCCCCCC)(=O)O